FC(C=1OC(=NN1)C=1C=NC(=CC1)CN1N=NC(=C1)[C@H]1N(CCC1)C1COC1)F (S)-2-(difluoromethyl)-5-(6-((4-(1-(oxetan-3-yl)pyrrolidin-2-yl)-1H-1,2,3-triazol-1-yl)methyl)pyridin-3-yl)-1,3,4-oxadiazole